C[C@@H]1CN(CCN1)C1=NC2=CC=CC=C2N=C1 2-[(3R)-3-methylpiperazin-1-yl]quinoxaline